BrC1=C(C=C(C(=O)OC)C=C1)OCCNC(=O)OC(C)(C)C methyl 4-bromo-3-(2-((tert-butoxycarbonyl)amino) ethoxy)benzoate